N5-((1R,3s,5S)-8-azabicyclo[3.2.1]octan-3-yl)-N-(5-methyl-1H-pyrazol-3-yl)-2-(morpholinomethyl)-1,6-naphthyridine-5,7-diamine [C@H]12CC(C[C@H](CC1)N2)N(C=2C=1C=CC(=NC1C=C(N2)N)CN2CCOCC2)C2=NNC(=C2)C